FC1=C(C=C(C=C1)N1N=CC2=CC(=CC=C12)C1=CC=C(C=C1)S(=O)(=O)N(C)C)O 4-(1-(4-Fluoro-3-hydroxyphenyl)-1H-indazol-5-yl)-N,N-dimethylbenzenesulfonamide